FC=1C=C2CCN(C2=CC1[S@](=O)(CCC)=N)C(=O)[C@@H]1OC2=C(C1)C=C(C=C2)C2=NC=CC=C2 (R)-(5-fluoro-1-((R)-5-(pyridin-2-yl)-2,3-dihydrobenzofuran-2-carbonyl)indolin-6-yl)(imino)(propyl)-λ6-sulfanone